C(C)(C)(C)OC(=O)NCCC1CC(C1)N1CCN(CC1)C1CCC(CC1)C(=O)O (1r,4r)-4-(4-(3-(2-((tert-Butoxycarbonyl)amino)ethyl)cyclobutyl)piperazin-1-yl)cyclohexane-1-carboxylic acid